3,3-diethoxypropa-1-en C(C)OC(C=C)OCC